N-nonanoyl-vanillylamide C(CCCCCCCC)(=O)[N-]CC1=CC(OC)=C(O)C=C1